2-[2,3-difluoro-4-[8-[4-[4-[(3S,4R)-3-hydroxypiperidine-4-carbonyl]piperazine-1-carbonyl]-3-methyl-anilino]imidazo[1,2-a]pyrazin-3-yl]phenoxy]acetonitril FC1=C(OCC#N)C=CC(=C1F)C1=CN=C2N1C=CN=C2NC2=CC(=C(C=C2)C(=O)N2CCN(CC2)C(=O)[C@H]2[C@@H](CNCC2)O)C